Cl.Cl.NCCCCN Tetramethylenediamine dihydrochloride